C1(CCCCC1)CC1=NN=C2N1C1=CC=CC=C1C(=N2)NC2=CC=CC=C2 (cyclohexylmethyl)-N-phenyl-[1,2,4]triazolo[4,3-a]quinazolin-5-amine